2-(3-methoxyphenoxy)aniline COC=1C=C(OC2=C(N)C=CC=C2)C=CC1